FC(COC1=C(NCC#C)C=CC(=C1)S(=O)(=O)C)F 2-(2,2-difluoroethoxy)-4-(methylsulfonyl)-N-(prop-2-yn-1-yl)aniline